FCCCN1CC(C1)=CC1=CC=C(C=C1)C1=C(CCCC2=C1C=CC=C2)C2=C(C(=C(C=C2)F)F)F 9-(4-((1-(3-Fluoropropyl)azetidin-3-yliden)methyl)phenyl)-8-(2,3,4-trifluorophenyl)-6,7-dihydro-5H-benzo[7]annulen